CN1N=C(C=C1OCC(=O)C1=C(C=C(C(=C1)F)Cl)Cl)C(F)(F)F 2-((1-methyl-3-trifluoromethyl-1H-pyrazol-5-yl)oxy)-1-(2,4-dichloro-5-fluorophenyl)ethan-1-one